3-((4-((5-Cyclopropyl-3-(3,5-dichloropyridin-4-yl)isoxazol-4-yl)methoxy)bicyclo[2.2.2]octan-1-yl)methoxy)chinolin C1(CC1)C1=C(C(=NO1)C1=C(C=NC=C1Cl)Cl)COC12CCC(CC1)(CC2)COC=2C=NC1=CC=CC=C1C2